3-[5-(ethylaminomethyl)-1,3,4-oxadiazol-2-yl]-N-[4-(trifluoromethyl)phenyl]pyrazin-2-amine C(C)NCC1=NN=C(O1)C=1C(=NC=CN1)NC1=CC=C(C=C1)C(F)(F)F